FC=1C(=C(C=CC1)C=CC1=CC=CC=C1)C1=CC=CC=2C3=CC=CC=C3NC12 fluorocarbazolyl-stilbene